N1CCC(CC1)NC1=NC=2C(=NC=C(N2)SC=2C(=NC=CC2)C(F)(F)F)N1 N-(piperidin-4-yl)-5-((2-(trifluoromethyl)pyridin-3-yl)thio)-1H-imidazo[4,5-b]pyrazin-2-amine